S(N)(OCCC=1N(C2=CC=CC=C2C1)C1CCN(CC1)[C@@H]1CC[C@@H](CC1)C(C)C)(=O)=O 2-(1-(1-(cis-4-isopropylcyclohexyl)piperidin-4-yl)-1H-indole-2-yl)ethyl sulfamate